methyl 3-(9-((4-(aminomethyl)-2,6-dimethylphenyl)carbamoyl)-4,5-dihydrobenzo[b]thieno[2,3-d]oxepin-8-yl)-6-((1-methylcyclohexyl)carbamoyl)picolinate NCC1=CC(=C(C(=C1)C)NC(=O)C1=CC2=C(OCCC3=C2SC=C3)C=C1C=1C(=NC(=CC1)C(NC1(CCCCC1)C)=O)C(=O)OC)C